C(C(C)C)C(C(=O)O)(CC(=O)O)O 2-isobutyl-hydroxysuccinic acid